C(C)(C)N1N=C(N=C1)C=1C=C(C(=O)OC)C=CC1OC Methyl 3-(1-isopropyl-1H-1,2,4-triazol-3-yl)-4-methoxybenzoate